(2S,6R*)-4-[(tert-butoxy)carbonyl]-6-ethyl-6-hydroxy-1,4-oxazepane-2-carboxylic acid C(C)(C)(C)OC(=O)N1C[C@H](OC[C@@](C1)(O)CC)C(=O)O |o1:12|